6-((2-((3aS,7aS)-Hexahydro-1H-pyrrolo[2,3-c]pyridin-6(2H)-yl)-1H-benzo[d]imidazol-1-yl)methyl)nicotinonitril N1CC[C@@H]2[C@H]1CN(CC2)C2=NC1=C(N2CC2=NC=C(C#N)C=C2)C=CC=C1